racemic-N-(3,5-dichloro-4-(3-isopropyl-4-methoxyphenoxy)phenyl)-2-(piperidin-3-yl)acetamide ClC=1C=C(C=C(C1OC1=CC(=C(C=C1)OC)C(C)C)Cl)NC(C[C@@H]1CNCCC1)=O |r|